ClC1=C(C#N)C=CC(=C1)N1CC2(CC1)CCN(CC2)C(C2=CC=C(C=C2)N2CC1CN(CC1C2)C2CN(C2)C=2C=C1C(N(C(C1=CC2)=O)C2C(NC(CC2)=O)=O)=O)=O 2-chloro-4-(8-(4-(5-(1-(2-(2,6-dioxopiperidin-3-yl)-1,3-dioxoisoindolin-5-yl)azetidin-3-yl)hexahydropyrrolo[3,4-c]pyrrol-2(1H)-yl)benzoyl)-2,8-diazaspiro[4.5]decan-2-yl)benzonitrile